NC1=CC=NC=C1 (S)-4-aminopyridine